(1R,2S)-5'-methoxy-2-(3-{[2-methoxy-5-(1,3-oxazol-2-yl)pyridin-3-yl]amino}-1H-indazol-6-yl)spiro[cyclopropane-1,3'-indol]-2'(1H)-one COC=1C=C2[C@]3(C(NC2=CC1)=O)[C@@H](C3)C3=CC=C1C(=NNC1=C3)NC=3C(=NC=C(C3)C=3OC=CN3)OC